ClC=1SC(=CC1CCC(=O)NCC)Cl 3-(2,5-dichlorothiophen-3-yl)-N-ethylpropanamide